C[C-]1C=CC=C1.[C-]1(C=CC=C1)C.[Co+2] dimethyl-cobaltocene